1-(Chloromethyl)-2,4-dimethoxy-5-nitrobenzene ClCC1=C(C=C(C(=C1)[N+](=O)[O-])OC)OC